C(CCC)C1=CC=C(CC=2N=C(OC2)CC(C(=O)OCC2=CC=C(C=C2)OC)=C)C=C1 4-methoxybenzyl 2-((4-(4-butylbenzyl)oxazol-2-yl)methyl)acrylate